prop-2-enyl (3S)-4-(dimethylamino)-3-[[2-[9H-fluoren-9-ylmethoxycarbonylamino]-2-methylpropanoyl]-methylamino]-4-oxobutanoate CN(C([C@H](CC(=O)OCC=C)N(C)C(C(C)(C)NC(=O)OCC1C2=CC=CC=C2C=2C=CC=CC12)=O)=O)C